C(C)(C)(C)C1=CC(=NO1)NC(=O)NC1=CC=C(C=C1)C(=O)C1=CN=C2N1C=C(C(=C2)C)C=2C=NC=CC2 1-(5-(tert-butyl)isoxazol-3-yl)-3-(4-(7-methyl-6-(pyridin-3-yl)imidazo[1,2-a]pyridine-3-carbonyl)phenyl)urea